COC(=O)C1(CCC1)C1=CC=CC=2N(C(N(C21)C)=O)COCC[Si](C)(C)C (3-methyl-2-oxo-1-((2-(trimethylsilyl)ethoxy)methyl)-2,3-dihydro-1H-benzo[d]imidazol-4-yl)cyclobutane-1-carboxylic acid methyl ester